C(C=C)OC1=C(C=CC=C1)C#CC1=C(C=CC=C1)C 1-(allyloxy)-2-(o-tolylethynyl)benzene